C(C)(=O)C=1C=C(C=CC1)NC(=O)NC=1C=C2C(N(C=NC2=CC1)CCN(C)C)=O 1-(3-acetylphenyl)-3-(3-(2-(dimethylamino)ethyl)-4-oxo-3,4-dihydroquinazolin-6-yl)urea